Lithium hexaphenylantimonate C1(=CC=CC=C1)[Sb-](C1=CC=CC=C1)(C1=CC=CC=C1)(C1=CC=CC=C1)(C1=CC=CC=C1)C1=CC=CC=C1.[Li+]